C(C)(C)(C)OC(=O)N1CC2(C1)CC(C2)CC2=NC(=NO2)C(F)(F)F.C[C@H]2CN(C[C@@H](N2C)C)C(C(=O)N)CC 2-((3s,5s)-3,4,5-trimethylpiperazin-1-yl)butanamide tert-butyl-6-[[3-(trifluoromethyl)-1,2,4-oxadiazol-5-yl]methyl]-2-azaspiro[3.3]heptane-2-carboxylate